(5-(bicyclo[4.1.0]heptan-7-yl)-1,2,4-oxadiazol-3-yl)benzoic acid C12CCCCC2C1C1=NC(=NO1)C1=C(C(=O)O)C=CC=C1